NC1=C2C(=NC=N1)N(N=C2C2=CC=C(C=C2)OC2=CC=CC=C2)C=2C=CC(=NC2)N2CCC(CC2)CN2CCN(CC2)C=2C=C1C(N(C(C1=CC2)=O)C2C(NC(CC2)=O)=O)=O 5-(4-((1-(5-(4-amino-3-(4-phenoxyphenyl)-1H-pyrazolo[3,4-d]pyrimidin-1-yl)pyridin-2-yl)piperidin-4-yl)methyl)piperazin-1-yl)-2-(2,6-dioxopiperidin-3-yl)isoindoline-1,3-dione